C1(CC1)NC(C1=CC(=C(C(=C1)F)C)C1=NC=C(C=C1)C(=O)C1=CNC2=CC(=CC=C12)OCC(CO)O)=O N-cyclopropyl-3-(5-(6-(2,3-dihydroxypropoxy)-1H-indole-3-carbonyl)pyridin-2-yl)-5-fluoro-4-methylbenzamide